O=C1CC[C@@H](N1)COC1=NC=CC2=CC(=C(C=C12)OC(C)C)C(=O)N 1-{[(2R)-5-oxopyrrolidin-2-yl]methoxy}-7-(prop-2-yloxy)isoquinoline-6-carboxamide